NCCN(CCNCCN)CCN N,N,N'-tris(2-aminoethyl)ethylenediamine